tert-Butyl 5-(4-bromophenyl)-2,2-dimethylmorpholine-4-carboxylate BrC1=CC=C(C=C1)C1COC(CN1C(=O)OC(C)(C)C)(C)C